O[C@H](C[C@H]1C(N([C@H]1C1=CC=C(C=C1)OC)C1=CC=CC=C1)=O)C1=CC=CC=C1 |o1:1,3,6| rel-3(R)-(2(R)-hydroxy-2-phenylethyl)-4(R)-(4-methoxyphenyl)-1-phenyl-2-azetidinone